N-(CYCLOPROPYLMETHYL)-2-(2-FORMYLPHENOXY)ACETAMIDE C1(CC1)CNC(COC1=C(C=CC=C1)C=O)=O